FC=1C=C(CN2CC(N(CC2)C2CC3(C2)CCNCC3)C3=C(C=CC=C3)C(C)C)C=CC1OC 2-(4-(3-fluoro-4-methoxybenzyl)-2-(2-isopropylphenyl)piperazin-1-yl)-7-azaspiro[3.5]nonane